CC1=C(CC2=C(N1)COC2=O)C(=O)[O-] 2-methyl-5-oxo-1,4,5,7-tetrahydrofuro[3,4-b]pyridine-3-carboxylate